(1R,3R,4R)-5,5-difluoro-N-((S,Z)-4-fluoro-4-(methylsulfonyl)-1-((S)-2-oxopyrrolidin-3-yl)but-3-en-2-yl)-2-(9-hydroxy-9H-fluorene-9-carbonyl)-2-azabicyclo[2.2.2]octane-3-carboxamide FC1([C@H]2[C@@H](N([C@@H](C1)CC2)C(=O)C2(C1=CC=CC=C1C=1C=CC=CC21)O)C(=O)N[C@@H](C[C@H]2C(NCC2)=O)\C=C(/S(=O)(=O)C)\F)F